(S)-3-((3-(4'-(3-(2-(1-hydroxyethyl)-1H-imidazol-1-yl)prop-1-yn-1-yl)-[1,1'-biphenyl]-4-yl)cyclobutyl)amino)propanenitrile O[C@@H](C)C=1N(C=CN1)CC#CC1=CC=C(C=C1)C1=CC=C(C=C1)C1CC(C1)NCCC#N